N-(2H3)methyl-2-[4-(4-{2-[(2H3)methyloxy]ethoxy}phenyl)piperazin-1-yl]ethanamine C(NCCN1CCN(CC1)C1=CC=C(C=C1)OCCOC([2H])([2H])[2H])([2H])([2H])[2H]